2,5-dimethyl-2-t-amylperoxy-5-hydroperoxyhexane CC(C)(CCC(C)(OO)C)OOC(C)(C)CC